ClC=1C=C2C(=NC1OC)C(=C(N2C)C2=NC(=NN2)[C@@H](COC)O)N2C=NC=C2 (S)-1-(5-(6-chloro-3-(1H-imidazol-1-yl)-5-methoxy-1-methyl-1H-pyrrolo[3,2-b]pyridin-2-yl)-1H-1,2,4-triazol-3-yl)-2-methoxyethan-1-ol